C(C)(=O)N1[C@H](CCC2=CC(=CC=C12)C=1C=C(C=CC1)NC(CC=1N=C2N(C=C(N=C2N2CCOCC2)Cl)C1)=O)C (S)-N-(3-(1-Acetyl-2-methyl-1,2,3,4-tetrahydroquinolin-6-yl)phenyl)-2-(6-chloro-8-morpholinoimidazo[1,2-a]pyrazin-2-yl)acetamide